O1CCOC2=C1C=CC(=C2)CCC(=O)O 3-(2,3-dihydro-1,4-benzodioxin-6-yl)propionic acid